N-((1S)-1-(5-((1,1-dimethyl-2,3-dihydro-1H-inden-2-yl)amino)pyridin-2-yl)-2,2,2-trifluoroethyl)-N-methyl-1-azaspiro[3.3]heptane-6-carboxamide TFA salt OC(=O)C(F)(F)F.CC1(C(CC2=CC=CC=C12)NC=1C=CC(=NC1)[C@@H](C(F)(F)F)N(C(=O)C1CC2(CCN2)C1)C)C